FC(C(CC)P([O-])([O-])=O)C 4-fluoropent-3-ylphosphonate